(6-(cyclopropylamino)pyridin-3-yl)(4,4-difluoropiperidin-1-yl)methanone C1(CC1)NC1=CC=C(C=N1)C(=O)N1CCC(CC1)(F)F